methyl 1-methyl-6-oxo-1,6-dihydropyrimidine-5-carboxylate CN1C=NC=C(C1=O)C(=O)OC